1-(4-methoxyphenyl)-4-[2-(pyridin-2-yl)-5H,6H,7H-cyclopenta[d]pyrimidin-4-yl]-1,4-diazepan-2-one COC1=CC=C(C=C1)N1C(CN(CCC1)C=1C2=C(N=C(N1)C1=NC=CC=C1)CCC2)=O